2-(2,6-Dimethylpyridin-4-yl)-3-isopropyl-5-(piperidin-4-ylmethoxy)-1H-indol CC1=NC(=CC(=C1)C=1NC2=CC=C(C=C2C1C(C)C)OCC1CCNCC1)C